9-phenyl-3-[4-(10-phenyl-9-Anthracenyl)phenyl]-9H-carbazole C1(=CC=CC=C1)N1C2=CC=CC=C2C=2C=C(C=CC12)C1=CC=C(C=C1)C=1C2=CC=CC=C2C(=C2C=CC=CC12)C1=CC=CC=C1